3-(2-chloro-3-(1,4-benzodioxan-5-yl)anilino)benzisothiazole 4-(4,4,5,5-tetramethyl-1,3,2-dioxaborolan-2-yl)-3,6-dihydropyridine-1(2H)-carboxylate CC1(OB(OC1(C)C)C=1CCN(CC1)C(=O)O)C.ClC1=C(NC2=NSC3=C2C=CC=C3)C=CC=C1C1=CC=CC=3OCCOC31